3-{7-[tert-butyldimethylsilyloxy]-8,8-difluoro-5-formylbicyclo[4.2.0]oct-1,3,5-triene-2-enyloxy}-5-fluorobenzamide [Si](C)(C)(C(C)(C)C)OC1C2=C(C(=C=C=C2C1(F)F)OC=1C=C(C(=O)N)C=C(C1)F)C=O